Cl.FC(C1=CN=CC(=N1)N1C(C2(CC1)CCNCC2)=O)(F)F 2-(6-(trifluoromethyl)pyrazin-2-yl)-2,8-diazaspiro[4.5]decan-1-one hydrochloride